(4-{[4-(4-bromo-phenylcarbamoyl)-bicyclo[2.2.1]heptane-1-carbonyl]-amino}-benzyl)-carbamic acid tert-butyl ester C(C)(C)(C)OC(NCC1=CC=C(C=C1)NC(=O)C12CCC(CC1)(C2)C(NC2=CC=C(C=C2)Br)=O)=O